3-(Methylamino)benzoic acid CNC=1C=C(C(=O)O)C=CC1